3-hexyl-4-methyl-2,5-furandione C(CCCCC)C=1C(OC(C1C)=O)=O